ClC1=CC=C(CNC(=O)C2=NN(C=3C(N(CCC32)CC3(CC3)S(=O)(=O)C(CO)(C)C)=O)CCO)C=C1 N-(4-chlorobenzyl)-6-((1-((1-hydroxy-2-methylpropan-2-yl)sulfonyl)cyclopropyl)methyl)-1-(2-hydroxyethyl)-7-oxo-4,5,6,7-tetrahydro-1H-pyrazolo[3,4-c]pyridine-3-carboxamide